CC(C)(COP(=O)(O)OP(=O)(O)OC[C@@H]1[C@H]([C@H]([C@@H](O1)N2C=NC3=C(N=CN=C32)N)O)OP(=O)(O)O)C(C(=O)NCCC(=O)NCCSC(=O)C(=O)CCC(=O)O)O The molecule is an acyl-CoA that results from the formal condensation of the thiol group of coenzyme A with the 1-carboxy group of 2-oxoglutaric acid. It derives from a 2-oxoglutaric acid. It is a conjugate acid of a 2-oxoglutaryl-CoA(5-).